4-chloro-N-[(1S)-2-[[(1S)-1-cyano-2-[(3S)-2-oxo-3-piperidyl]ethyl]amino]-1-(cyclopropylmethyl)-2-oxo-ethyl]-1H-pyrrolo[3,2-c]pyridine-2-carboxamide ClC1=NC=CC2=C1C=C(N2)C(=O)N[C@H](C(=O)N[C@@H](C[C@H]2C(NCCC2)=O)C#N)CC2CC2